1-(5-(2-((4-(trifluoromethyl)phenyl)amino)phenyl)-1,3,4-oxadiazol-2-yl)cyclopropyl 4-methylbenzenesulfonate CC1=CC=C(C=C1)S(=O)(=O)OC1(CC1)C=1OC(=NN1)C1=C(C=CC=C1)NC1=CC=C(C=C1)C(F)(F)F